2,5-bis(2-ethylhexyl)-3,6-bis(thiophene-2-yl)-2,5-dihydropyrrolo[3,4-c]pyrrole-1,4-dione C(C)C(CN1C(C2=C(N(C(C2=C1C=1SC=CC1)=O)CC(CCCC)CC)C=1SC=CC1)=O)CCCC